(6-chloro-1-hydroxybenzo[d][1,2,3]diazaborinin-2(1H)-yl)(3-(difluoromethyl)-1-methyl-1H-pyrazol-4-yl)methanone ClC1=CC2=C(B(N(N=C2)C(=O)C=2C(=NN(C2)C)C(F)F)O)C=C1